3-Methoxy-4-sulfamoylbenzoic acid COC=1C=C(C(=O)O)C=CC1S(N)(=O)=O